5-(benzyloxy)-2-(difluoromethyl)-N-(2-oxopyrrolidin-3-yl)-1-benzothiophene-3-carboxamide C(C1=CC=CC=C1)OC=1C=CC2=C(C(=C(S2)C(F)F)C(=O)NC2C(NCC2)=O)C1